[2-(dichlorosilyl)ethyl]silane Cl[SiH](CC[SiH3])Cl